ClC1=NC=C2C(=N1)N(N=C2)C[C@H]2N(C[C@@H](C2)O)C(=O)OC(C)(C)C tert-butyl (2S,4R)-2-[(6-chloropyrazolo[3,4-d]pyrimidin-1-yl)methyl]-4-hydroxy-pyrrolidine-1-carboxylate